6-acetyl-8-((2R)-bicyclo[2.2.1]heptan-2-yl)-2-((4-(4-(3-hydroxypropyl)piperidin-1-yl)phenyl)amino)-5-methylpyrido[2,3-d]pyrimidin-7(8H)-one C(C)(=O)C1=C(C2=C(N=C(N=C2)NC2=CC=C(C=C2)N2CCC(CC2)CCCO)N(C1=O)[C@H]1C2CCC(C1)C2)C